N-[4-methyl-1-oxo-1-(1-phenylethylamino)pentan-2-yl]cyclohexanecarboxamide CC(CC(C(NC(C)C1=CC=CC=C1)=O)NC(=O)C1CCCCC1)C